Methyl 3-hydroxy-2-(naphthalene-2-yl)propionate OCC(C(=O)OC)C1=CC2=CC=CC=C2C=C1